3,3,3-trifluoro-1-(2-fluoro-5-methylphenyl)propan-1-one FC(CC(=O)C1=C(C=CC(=C1)C)F)(F)F